COC([C@@H](N(CCO)CCO)CC1=CC=C(C=C1)[N+](=O)[O-])=O N,N-bis(2-hydroxyethyl)-4-nitrophenylalanine methyl ester